3-{[4-((3-chloro-2-fluorophenyl)amino)-quinazolin-6-yl]amino}-(R)-4-(2-methylpiperazin-1-yl)cyclobut-3-ene-1,2-dione ClC=1C(=C(C=CC1)NC1=NC=NC2=CC=C(C=C12)NC=1C(C(C1N1[C@@H](CNCC1)C)=O)=O)F